1-(5-(2-Ethoxy-5-((4-oxo-3,4-dihydrophthalazin-1-yl)methyl)phenyl)-1H-benzoimidazol-2-yl)-3-ethylurea C(C)OC1=C(C=C(C=C1)CC1=NNC(C2=CC=CC=C12)=O)C1=CC2=C(NC(=N2)NC(=O)NCC)C=C1